2,2-difluoroethyl (trans-4-((4-(5-(methanesulfonyl)-pyridin-3-yl)-5-(trifluoromethyl)pyrimidin-2-yl)amino)cyclohexyl)(5-(1-methyl-1H-pyrazol-4-yl)pyrazin-2-yl)carbamate CS(=O)(=O)C=1C=C(C=NC1)C1=NC(=NC=C1C(F)(F)F)N[C@@H]1CC[C@H](CC1)N(C(OCC(F)F)=O)C1=NC=C(N=C1)C=1C=NN(C1)C